(S)-6-(3-cyano-4-(pyrrolidin-1-yl)phenyl)-1-(2-(2-methylpyrrolidin-1-yl)benzo[d]oxazol-6-yl)-4-oxo-1,4-dihydropyridine-3-carboxylic acid C(#N)C=1C=C(C=CC1N1CCCC1)C1=CC(C(=CN1C1=CC2=C(N=C(O2)N2[C@H](CCC2)C)C=C1)C(=O)O)=O